2-hydroxy-propane-3-sulfonic acid sodium [Na].OC(C)CS(=O)(=O)O